2-(2,6-dioxopiperidin-3-yl)-1-oxo-N-((R)-2,2,2-trifluoro-1-(4-(pyrrolidin-1-ylmethyl)phenyl)ethyl)isoindoline-5-carboxamide O=C1NC(CCC1N1C(C2=CC=C(C=C2C1)C(=O)N[C@@H](C(F)(F)F)C1=CC=C(C=C1)CN1CCCC1)=O)=O